CC1NCC1NC(=O)C1=NN2C(N=C(C=C2C2=CC=CC=C2)C2=CC=CC=C2)=C1 N-(2-Methylazetidin-3-yl)-5,7-diphenylpyrazolo[1,5-a]pyrimidine-2-carboxamide